[K].[K].C1(O)=CC=C(O)C=C1 Hydroquinone dipotassium salt